6-cyclopropylimidazo[1,5-a]pyrazine-5-carboxylic acid methyl ester COC(=O)C1=C(N=CC=2N1C=NC2)C2CC2